C(C)(=O)OC[C@@H](CN1C[C@H]([C@H](CC1)NC1=C2C=C(N(C2=CC=C1)CC(F)(F)F)C#CCNC1=C(C=C(C=C1)S(N)(=O)=O)OC)F)OC(C)=O (R)-3-((3R,4S)-3-fluoro-4-((2-(3-((2-methoxy-4-sulfamoylphenyl)amino)prop-1-yn-1-yl)-1-(2,2,2-trifluoroethyl)-1H-indol-4-yl)amino)piperidin-1-yl)propane-1,2-diyl diacetate